N-(2-fluoro-5-methylpyridin-4-yl)acetamidine FC1=NC=C(C(=C1)NC(C)=N)C